C(C)(C)(C)OC(=O)N1CCN(CC1)C1=NC=C(C=N1)B(O)O (2-(4-(tert-butoxycarbonyl)piperazin-1-yl)pyrimidin-5-yl)boronic acid